(S)-ethyl 6-(tert-butyl)-2-cyclopropyl-3-(cyclopropylmethoxy)-10-oxo-6,10-dihydro-5H-pyrido[1,2-h][1,7]naphthyridine-9-carboxylate C(C)(C)(C)[C@@H]1CC=2C=C(C(=NC2C=2N1C=C(C(C2)=O)C(=O)OCC)C2CC2)OCC2CC2